N-(5-((6-((R)-3-(3-chlorophenyl)isoxazolidine-2-yl)pyrimidine-4-yl)amino)-4-methoxy-2-(4-(4-methylpiperazine-1-yl)piperidine-1-yl)phenyl)acrylamide ClC=1C=C(C=CC1)[C@@H]1N(OCC1)C1=CC(=NC=N1)NC=1C(=CC(=C(C1)NC(C=C)=O)N1CCC(CC1)N1CCN(CC1)C)OC